benzyl 4-(4-amino-6-chloro-5-fluoronicotinoyl)piperidine-1-carboxylate NC1=C(C(=NC=C1C(=O)C1CCN(CC1)C(=O)OCC1=CC=CC=C1)Cl)F